COC(CC(N(C1=CC=C(C=C1)OC)C1=CC=C(C=C1)OC)C1=CC=C(C=C1)C1=CC=CC=C1)=O 3-([1,1'-Biphenyl]-4-yl)-3-(bis(4-methoxyphenyl)amino)propanoic acid methyl ester